3-(Benzylthio)pyridine-2-carbonitrile C(C1=CC=CC=C1)SC=1C(=NC=CC1)C#N